((1R,5S,6s)-6-((4-(2-aminopropan-2-yl)-6'-(trifluoromethyl)-[2,3'-bipyridin]-6-yl)oxy)-3-azabicyclo[3.1.0]hexan-3-yl)(4-methyl-2-(pyrimidin-2-yl)thiazol-5-yl)methanone NC(C)(C)C1=CC(=NC(=C1)OC1[C@@H]2CN(C[C@H]12)C(=O)C1=C(N=C(S1)C1=NC=CC=N1)C)C=1C=NC(=CC1)C(F)(F)F